C(#N)C(C[C@H]1C(NCC1)=O)NC([C@H](CC(C)(C)C)NC(\C=C\C1=C(C=C(C=C1)Cl)Cl)=O)=O (2S)-N-(1-cyano-2-((S)-2-oxopyrrolidin-3-yl)ethyl)-2-((E)-3-(2,4-dichlorophenyl)acrylamido)-4,4-dimethylpentanamide